6-((1H-imidazol-5-yl)ethynyl)-4-amino-N-(4-(methoxymethyl)phenyl)-7-(1-methylcyclopropyl)-7H-pyrrolo[2,3-d]pyrimidine-5-carboxamide N1C=NC=C1C#CC1=C(C2=C(N=CN=C2N)N1C1(CC1)C)C(=O)NC1=CC=C(C=C1)COC